2-[1-[(2S)-2-(2-methoxyphenyl)-2-(prop-2-yloxy)ethyl]-5-methyl-6-(1,3-oxazol-2-yl)-2,4-dioxo-1H,2H,3H,4H-thieno[2,3-d]pyrimidin-3-yl]-2-methylpropionic acid COC1=C(C=CC=C1)[C@@H](CN1C(N(C(C2=C1SC(=C2C)C=2OC=CN2)=O)C(C(=O)O)(C)C)=O)OC(C)C